(2R,3R,3aS,6S,6aR)-6-[(2-amino-3-bromoquinolin-7-yl)methyl]-2-[4-amino-5-(difluoromethyl)-7H-pyrrolo[2,3-d]pyrimidin-7-yl]hexahydro-3aH-cyclopenta[b]furan-3,3a-diol NC1=NC2=CC(=CC=C2C=C1Br)C[C@@H]1CC[C@]2([C@@H]1O[C@H]([C@@H]2O)N2C=C(C1=C2N=CN=C1N)C(F)F)O